(2S,3S,4R,5R)-5-(6-(benzylamino)-2-o-tolyl-9H-purin-9-yl)-3,4-dihydroxy-N-methyltetrahydrofuran-2-Carboxamide C(C1=CC=CC=C1)NC1=C2N=CN(C2=NC(=N1)C1=C(C=CC=C1)C)[C@H]1[C@@H]([C@@H]([C@H](O1)C(=O)NC)O)O